ClC1=NN2C(N=CC(=C2[C@H](C)OC)NC2=CC=C(C=C2)C(C(F)(F)F)N(C(C)=O)C)=N1 N-{1-[4-({2-chloro-7-[(1S)-1-methoxyethyl]-[1,2,4]triazolo[1,5-a]pyrimidin-6-yl}amino)phenyl]-2,2,2-trifluoroethyl}-N-methylacetamide